COCN1C(=NC2=C1C=CC=C2)CO (1-(methoxymethyl)-1H-benzo[d]imidazol-2-yl)-methanol